5-(3,5-Difluorobenzyl)-3-(5-(Methylsulfonyl)-1,4,5,6-Tetrahydropyrrolo[3,4-d]imidazol-2-yl)-1H-Indazol FC=1C=C(CC=2C=C3C(=NNC3=CC2)C2=NC3=C(N2)CN(C3)S(=O)(=O)C)C=C(C1)F